1,3-bis[(5S)-5-amino-5-carboxypentyl]-4-methyl-1H-imidazol-3-ium N[C@@H](CCCCN1C=[N+](C(=C1)C)CCCC[C@H](N)C(=O)O)C(=O)O